C(C)C=1N=C2N(C=C(C=C2)C=2C=NC(=CC2)N2CC(C2)=O)C1N(C=1SC(=C(N1)C1=CC=C(C=C1)F)C#N)C 2-((2-ethyl-6-(6-(3-oxoazetidin-1-yl)pyridin-3-yl)imidazo[1,2-a]pyridin-3-yl)(methyl)amino)-4-(4-fluorophenyl)thiazole-5-carbonitrile